4-(3'-Isobutoxy-4'-methoxy-[1,1'-biphenyl]-3-yl)-1,2-oxaborolan-2-ol C(C(C)C)OC=1C=C(C=CC1OC)C1=CC(=CC=C1)C1CB(OC1)O